N[C@H](CO)COC1=C(C=C(C=C1)C)C |r| rac-2-amino-3-(2,4-dimethylphenoxy)propan-1-ol